2-(4-chloro-2-(trifluoromethyl)benzyl)-1-(2-fluoroethyl)-1H-indole-5-carboxylic acid ClC1=CC(=C(CC=2N(C3=CC=C(C=C3C2)C(=O)O)CCF)C=C1)C(F)(F)F